1-{4-[1-(4-{[2-amino-4-(pentylamino)-5H-pyrrolo[3,2-d]pyrimidin-5-yl]methyl}-3-methoxyphenyl)-2,5,8,11-tetraoxatridecan-13-yl]piperazin-1-yl}-2-(cyclooct-2-yn-1-yloxy)ethan-1-one NC=1N=C(C2=C(N1)C=CN2CC2=C(C=C(C=C2)COCCOCCOCCOCCN2CCN(CC2)C(COC2C#CCCCCC2)=O)OC)NCCCCC